ethyl 3-(2-((5,6-difluoro-2,3-dihydro-1H-inden-2-yl)amino)pyrimidin-5-yl)propanoate FC=1C=C2CC(CC2=CC1F)NC1=NC=C(C=N1)CCC(=O)OCC